FC1([C@]2(CCNC[C@@H]12)C1=CC=C(C=C1)N[C@@H]1C(NC(CC1)=O)=O)F (S)-3-((4-((1S,6S)-7,7-difluoro-3-azabicyclo[4.1.0]heptan-6-yl)phenyl)amino)piperidine-2,6-dione